[3-[4-[4,6-bis(4-phenylphenyl)-1,3,5-triazin-2-yl]-3-hydroxy-phenoxy]-2-hydroxy-propyl]neo-decanoate C1(=CC=CC=C1)C1=CC=C(C=C1)C1=NC(=NC(=N1)C1=CC=C(C=C1)C1=CC=CC=C1)C1=C(C=C(OCC(COC(CCCCCC(C)(C)C)=O)O)C=C1)O